COC=1C(=NC(=NC1)NC=1C=C(C=CC1)S(=O)(=O)N)N1[C@H]2CN([C@@H](C1)C2)C2=CC=CC=C2 3-((5-methoxy-4-((1R,4R)-5-phenyl-2,5-diazabicyclo[2.2.1]heptan-2-yl)pyrimidin-2-yl)amino)benzenesulfonamide